N-(2'-(5-Phenyl-1H-imidazol-2-yl)-3,4'-bipyridin-5-yl)cyclopentancarboxamid C1(=CC=CC=C1)C1=CN=C(N1)C1=NC=CC(=C1)C=1C=NC=C(C1)NC(=O)C1CCCC1